tert-butyl-(2-hydroxyethyl) carbamate C(N)(OCC(O)C(C)(C)C)=O